C1(CC1)C=1N=NN(C1)[C@H](C(=O)N1[C@@H](C[C@H](C1)O)C(=O)NC1CC2C(C2C1)(F)F)C(C)(C)C (2S,4r)-1-[(2S)-2-(4-cyclopropyl-triazol-1-yl)-3,3-dimethyl-butyryl]-N-(6,6-difluoro-3-bicyclo[3.1.0]hexyl)-4-hydroxy-pyrrolidine-2-carboxamide